(3-phenylpropyl)sulfoximine C1(=CC=CC=C1)CCCS(=O)=N